N-((7-Bromo-4-methylbenzofuran-2-yl)methyl)-4-oxopyrido[4,3-d]pyrimidine-3(4H)-carboxamide BrC1=CC=C(C=2C=C(OC21)CNC(=O)N2C=NC1=C(C2=O)C=NC=C1)C